C(C1=CC=CC=C1)N1C[C@@H](N(C[C@H]1CC)C=1C=2N(N(C(C1)=O)C)C=C(N2)CO)CC.[Xe].[He] Helium xenon 8-((2S,5R)-4-benzyl-2,5-diethylpiperazin-1-yl)-2-(hydroxymethyl)-5-methylimidazo[1,2-b]pyridazin-6(5H)-one